[Si](C)(C)(C(C)(C)C)OC[C@H](N)C1=CC=C(C=C1)C#C (R)-2-((tert-butyldimethylsilyl)oxy)-1-(4-ethynylphenyl)ethan-1-amine